D(+)-Glucose C([C@H]([C@H]([C@@H]([C@H](C=O)O)O)O)O)O